C(C=C)C(S(=O)(=O)C1=CC=C(C)C=C1)[N+]#[C-] 1-ALLYL-1-TOSYLMETHYL ISOCYANIDE